(R)-6-fluoro-3-((3-fluorobenzyl)amino)-5-(1-(3-(trifluoromethoxy)phenyl)ethyl)-4H-benzo[e][1,2,4]thiadiazine 1,1-dioxide FC=1C=CC2=C(NC(=NS2(=O)=O)NCC2=CC(=CC=C2)F)C1[C@H](C)C1=CC(=CC=C1)OC(F)(F)F